C1(CCCC1)C1=CC(N=N1)=O 5-cyclopentylpyrazol-3-one